[C@H]12CC(C[C@H](CC1)N2)C(=C)C=2N=CC(=NC2)C2=C(C=C(C=C2)N2C=NC=C2)O 2-(5-(1-((1r,3s,5s)-8-azabicyclo[3.2.1]oct-3-yl)vinyl)pyrazin-2-yl)-5-(1H-imidazol-1-yl)phenol